C1=CC=CC=2SC3=CC=CC=C3N(C12)C=1C=CC=2NC3=CC=C(C=C3C2C1)N1C2=CC=CC=C2SC=2C=CC=CC12 3,6-di(10H-phenothiazin-10-yl)-9H-carbazole